(S)-3-amino-6-(2-(1-cyclopropyl-1H-pyrazol-4-yl)pyridin-4-yl)-N-(piperidin-3-yl)pyrazine-2-carboxamide NC=1C(=NC(=CN1)C1=CC(=NC=C1)C=1C=NN(C1)C1CC1)C(=O)N[C@@H]1CNCCC1